[O-]S(=O)(=O)C(F)(F)F.C(CCCCCCCCCC)[N+]1(CCCC1)CCCC 1-Undecyl-1-butylpyrrolidinium triflat